C(C)OC1=CN=CC(=N1)C1=CN=C(S1)C(=O)N1C(COCC1)C1=NC=CC(=C1)NS(=O)(=O)C1CC1 N-(2-{4-[5-(6-ethoxypyrazin-2-yl)-1,3-thiazole-2-carbonyl]morpholin-3-yl}pyridin-4-yl)cyclopropanesulfonamide